((4-isopropylphenyl)amino)-5-(1-(oxetan-3-yl)-1H-pyrazol-4-yl)-4H-benzo[e][1,2,4]thiadiazine 1,1-dioxide C(C)(C)C1=CC=C(C=C1)NC1=NS(C2=C(N1)C(=CC=C2)C=2C=NN(C2)C2COC2)(=O)=O